(3S)-3-[(6-methoxy-5-quinolyl)amino]Pyrrolidine COC=1C(=C2C=CC=NC2=CC1)N[C@@H]1CNCC1